(3-(3-(N-((1,2,3,5,6,7-hexahydro-s-indacen-4-yl)carbamoyl)sulfamoyl)-1H-pyrazol-1-yl)-2-methylpropyl)boronic acid C1CCC2=C(C=3CCCC3C=C12)NC(=O)NS(=O)(=O)C1=NN(C=C1)CC(CB(O)O)C